O1CCN(C2=C1C=CC=C2)NC(=O)C2=C(C1=NC=CC(=C1S2)C2=C(C(=CC(=C2)F)F)F)C(C)C N-(2,3-dihydro-1,4-benzoxazin-4-yl)-3-isopropyl-7-(2,3,5-trifluorophenyl)thieno[3,2-b]Pyridine-2-carboxamide